COC1=CC=C(C=C1)CN1[C@H](CC(CC1)=O)C (2S)-1-[(4-methoxyphenyl)methyl]-2-methyl-piperidin-4-one